ClC1=C(C(=C2C(=N1)N(C(=N2)[Si](C(C)C)(C(C)C)C(C)C)[C@@H]2[C@@H]1[C@H]([C@@H]3[C@H]2OC(O3)(C)C)C1)Cl)C 5,7-dichloro-3-((3aR,3bR,4aS,5R,5aS)-2,2-dimethylhexahydrocyclopropa[3,4]cyclopenta[1,2-d][1,3]dioxol-5-yl)-6-methyl-2-(triisopropylsilyl)-3H-imidazo[4,5-b]pyridine